O=C1NC(CCC1N1C(C2=CC=C(C=C2C1=O)N1CCN(CC1)CCCNC)=O)=O 2-(2,6-dioxo-3-piperidyl)-5-[4-[3-(methylamino)propyl]piperazin-1-yl]isoindoline-1,3-dione